5-{1-(cyclopropylmethyl)-3-[2-(dimethylamino)ethyl]-2-oxo-1,3,8-triazaspiro[4.5]dec-8-yl}-3-(1-methyl-1H-pyrazol-4-yl)pyrazine-2-carbonitrile C1(CC1)CN1C(N(CC12CCN(CC2)C=2N=C(C(=NC2)C#N)C=2C=NN(C2)C)CCN(C)C)=O